N-{(1R)-1-[3-(difluoromethyl)-2-fluorophenyl]ethyl}-2-methyl-6-[(3R)-3-methylmorpholin-4-yl]pyrido[3,4-d]pyrimidin-4-amine FC(C=1C(=C(C=CC1)[C@@H](C)NC=1C2=C(N=C(N1)C)C=NC(=C2)N2[C@@H](COCC2)C)F)F